N1(CCCC1)CCOC=1C=CC=C(C#N)C1 5-(2-(pyrrolidin-1-yl)ethoxy)benzonitrile